P(=O)(O)(O)OCC1=C(C[C@@H](O1)N1C(=O)NC(=O)C=C1)O deoxy-3',4'-didehydro-uridine monophosphate